4-({[5-(3-chlorophenyl)-1,3-oxazol-2-yl]methyl}sulfanyl)-6-phenyl-1,3,5-triazin-2-amine ClC=1C=C(C=CC1)C1=CN=C(O1)CSC1=NC(=NC(=N1)C1=CC=CC=C1)N